2-Fluoro-5-hydroxy-N-(pyrimidin-4-yl)-4-(((1S,2S,4S)-2-(pyrrolidin-1-yl)-4-(3-(trifluoromethyl)phenyl)cyclohexyl)amino)benzenesulfonamide Formate C(=O)O.FC1=C(C=C(C(=C1)N[C@@H]1[C@H](C[C@H](CC1)C1=CC(=CC=C1)C(F)(F)F)N1CCCC1)O)S(=O)(=O)NC1=NC=NC=C1